C(C1=CC=CC=C1)OC(=O)N[C@@H](CC(N)=O)C(=O)O N2-[(benzyloxy)carbonyl]-L-asparagine